3-formyl-1,5-dimethyl-sulfonyloxypentane C(=O)C(CCOS(=O)(=O)C)CCOS(=O)(=O)C